tert-butyl (5-((2-((6-(dimethylamino)pyridazin-3-yl)carbamoyl)-5-fluorophenyl)amino)pentyl)carbamate CN(C1=CC=C(N=N1)NC(=O)C1=C(C=C(C=C1)F)NCCCCCNC(OC(C)(C)C)=O)C